C[C@@H]1NC2=CC=C3C(=C2CC1)N=C(N3C3CCOCC3)CN3C(C=CC=C3)=O (7S)-7-Methyl-3-(oxan-4-yl)-2-[(2-oxo-1,2-dihydropyridin-1-yl)methyl]-3H,6H,7H,8H,9H-imidazo[4,5-f]chinolin